CN(C)C=CC#CC(C)(C)C 2-aza-2,7,7-trimethyl-oct-3-ene-5-yne